1-heptyl-3-butylpyrrolidinium fluoride salt [F-].C(CCCCCC)[NH+]1CC(CC1)CCCC